2-Amino-1-(pyrrolidin-1-yl)ethanone hydrochloride Cl.NCC(=O)N1CCCC1